CN1CCN(CC1)CC1=CC=C(C=C1)B(O)O (4-[(4-METHYLPIPERAZIN-1-YL)METHYL]PHENYL)BORONIC ACID